FC1(CN(CC1)C1=NC=CC(=C1)C(=O)NC1=C(C=C(C(=C1)C=1C=C(C=2N(C1)C=CN2)N2CCOCC2)C)F)F 2-(3,3-Difluoropyrrolidin-1-yl)-N-{2-fluoro-4-methyl-5-[8-(morpholin-4-yl)imidazo[1,2-a]pyridin-6-yl]phenyl}pyridine-4-carboxamide